C1=CC=C2C3=CC=CC=C3C=3C4=CC=CC=5C6=CC=CC=C6C(=C1C23)C45 Rubicen